C1(CC1)C1=NN(C=N1)C1CC2(CN(C2)C(=O)N2CC(C2)C=2C=NC(=NC2)N2C[C@@H](CC2)C(F)(F)F)C1 [6-(3-cyclopropyl-1,2,4-triazol-1-yl)-2-azaspiro[3.3]heptan-2-yl]-[3-[2-[(3R)-3-(trifluoromethyl)pyrrolidin-1-yl]pyrimidin-5-yl]azetidin-1-yl]methanone